2-cyclopropyl-8-(difluoromethyl)imidazo[1,2-a]pyridine-6-carboxylic acid C1(CC1)C=1N=C2N(C=C(C=C2C(F)F)C(=O)O)C1